CN1CCC2(C1NC3=CC=CC=C32)C45CCN(C4NC6=CC=CC=C56)C The molecule is a ring assembly that is 2,2',3,3',8,8',8a,8a'-octahydro-1H,1'H-3a,3a'-bipyrrolo[2,3-b]indole substituted by methyl groups at positions 1 and 1'. It is a ring assembly, a calycanthaceous alkaloid and a pyrroloindole.